C1(CC1)C=1C=C2C(=CC1)C(N(C[C@@]21[C@@H](C1)F)CC(=O)NC1=NC=C(C=N1)F)=O 2-[(2'R,4S)-6-cyclopropyl-2'-fluoro-1-oxospiro[3H-isoquinoline-4,1'-cyclopropane]-2-yl]-N-(5-fluoropyrimidin-2-yl)acetamide